(2-(2-isopropylphenyl)-4-((5-methoxypyridazin-2-yl)methyl)piperazin-1-yl)-7-azaspiro[3.5]Nonane C(C)(C)C1=C(C=CC=C1)C1N(CCN(C1)CN1NC=C(C=C1)OC)C1CCC12CCNCC2